N1=CC=C(C=C1)C=1NC2=NC(=NC=C2N1)C#N 8-(pyridin-4-yl)-9H-purine-2-carbonitrile